C(=O)(O)C1=CC=CC=2C(C3=CC=CC=C3C(C12)=O)=O Carboxyanthraquinone